ClC1=CC=C2C(=C(NC2=C1Cl)C1=NC(=NN1)CO)C=1C=NNC1 (5-(6,7-dichloro-3-(1H-pyrazol-4-yl)-1H-indol-2-yl)-1H-1,2,4-triazol-3-yl)methanol